N-(6-METHOXY-1-METHYL-1H-INDAZOL-7-YL)-6-(2-OXOOXAZOLIDIN-3-YL)PYRIDINE-3-SULFONAMIDE COC1=CC=C2C=NN(C2=C1NS(=O)(=O)C=1C=NC(=CC1)N1C(OCC1)=O)C